Dodecyltrimethoxy-silane C(CCCCCCCCCCC)[Si](OC)(OC)OC